CNCCC1=NN=C(O1)C=1C(=NC=CN1)NC1=CC=C(C=C1)C(F)(F)F 3-[5-[2-(Methylamino)ethyl]-1,3,4-oxadiazol-2-yl]-N-[4-(trifluoromethyl)phenyl]pyrazin-2-amine